Cl.NC1C(CC(CC1)NC1=NC=2N(C(C(=NC2C=N1)C1=CC(=C(C=C1)NS(=O)(=O)CCC(F)(F)F)F)=O)C(C)C)F N-(4-(2-((4-Amino-3-fluorocyclohexyl)amino)-8-isopropyl-7-oxo-7,8-dihydropteridin-6-yl)-2-fluorophenyl)-3,3,3-trifluoropropane-1-sulfonamide hydrochloride